(R)-N-(2-chloro-3-((5-chloro-3-methyl-4-oxo-3,4-dihydroquinazolin-6-yl)oxy)-4-fluorophenyl)-3-fluoropyrrolidine-1-sulfonamide ClC1=C(C=CC(=C1OC=1C(=C2C(N(C=NC2=CC1)C)=O)Cl)F)NS(=O)(=O)N1C[C@@H](CC1)F